methyl (S)-7-((9,9-dimethyl-9H-fluorene-3-carbonyl)glycyl)-1,4-dioxa-7-azaspiro[4.4]nonane-8-carboxylate CC1(C2=CC=CC=C2C=2C=C(C=CC12)C(=O)NCC(=O)N1CC2(OCCO2)C[C@H]1C(=O)OC)C